p-bromo-beta-nitrostyrene BrC1=CC=C(C=C[N+](=O)[O-])C=C1